O=C1N(CC(N1)C(F)(F)F)C1CCN(CC1)C(=O)[O-] 4-[2-oxo-4-(trifluoromethyl)-imidazolidin-1-yl]piperidine-1-carboxylate